ClC1=NC(=C(C(=N1)NC1=NNC(=C1)C)F)Cl 2,6-dichloro-5-fluoro-N-(5-methyl-1H-pyrazol-3-yl)pyrimidin-4-amine